(6-chloropyridin-3-yl)-3-(trans-3-(((S)-4,7,8-trimethyl-6-oxo-5,6,7,8-tetrahydropteridin-2-yl)amino)cyclobutyl)urea ClC1=CC=C(C=N1)NC(=O)N[C@@H]1C[C@H](C1)NC1=NC=2N([C@H](C(NC2C(=N1)C)=O)C)C